1-hydroxyisobutane OCC(C)C